silicon dioxide compound with urea NC(=O)N.[Si](=O)=O